methyl (2E)-3-[4-[5-(adamantan-1-yl)-2-methoxybenzoyl]phenyl]prop-2-enoate C12(CC3CC(CC(C1)C3)C2)C=2C=CC(=C(C(=O)C3=CC=C(C=C3)/C=C/C(=O)OC)C2)OC